tert-butyl ((R,E)-4-(but-3-en-1-yl)-1-((3S,4S)-3-(3-(((S)-2,2-dimethyl-6-vinylchroman-4-yl)amino)-3-oxopropyl)chroman-4-yl)-4-ethyl-6-oxotetrahydropyrimidin-2(1H)-ylidene)carbamate C(CC=C)[C@]1(N/C(/N(C(C1)=O)[C@H]1[C@@H](COC2=CC=CC=C12)CCC(=O)N[C@H]1CC(OC2=CC=C(C=C12)C=C)(C)C)=N\C(OC(C)(C)C)=O)CC